C(C)(=O)NC(C(=O)N1C(C2C(C1)CCC2)C(=O)NC(CC2C(NCC2)=O)C=C(S(=O)(=O)C)F)C2=CC=CC=C2 2-(2-acetamido-2-phenylacetyl)-N-(4-fluoro-4-(methylsulfonyl)-1-(2-oxopyrrolidin-3-yl)but-3-en-2-yl)octahydrocyclopenta[c]pyrrole-1-carboxamide